ClC1=CC=C(C=C1)C(C(=O)NCCC1=CC(=C(C=C1)OCC#C)OC)OCC#C 2-(4-chloro-phenyl)-N-[2-(3-methoxy-4-prop-2-ynyloxy-phenyl)-ethyl]-2-prop-2-ynyloxy-acetamide